(S)-2-amino-N-((S)-1-(((S)-5-amino-1-(3-benzyl-1,2,4-oxadiazol-5-yl)pentyl)amino)-3-(4-hydroxy-2,6-dimethylphenyl)-1-oxopropan-2-yl)-5-guanidino-valeramide N[C@H](C(=O)N[C@H](C(=O)N[C@@H](CCCCN)C1=NC(=NO1)CC1=CC=CC=C1)CC1=C(C=C(C=C1C)O)C)CCCNC(=N)N